(2R,7aS)-2-fluoro-tetrahydro-1H-pyrrolizine F[C@@H]1CC2=CCCN2C1